2-(Cyclobutylmethyl)-5-{6-cyclopropyl-4-[4-fluoro-2-(4-methyl-4H-1,2,4-triazol-3-yl)phenyl]-2-pyridyl}-7-(trifluoromethyl)-3,5-dihydro-1,3,5-triaza-4-indenone C1(CCC1)CC1=NC=2C(=CN(C(C2N1)=O)C1=NC(=CC(=C1)C1=C(C=C(C=C1)F)C1=NN=CN1C)C1CC1)C(F)(F)F